CC1(OCC(CO1)(COCC#C)NC(OC(C)(C)C)=O)C T-butyl (2,2-dimethyl-5-((prop-2-yn-1-yloxy)methyl)-1,3-dioxan-5-yl)carbamate